ClCC(C(=O)OC)(CC)C methyl 2-(chloromethyl)-2-methylbutanoate